O1C=CC2=C1C=CC=C2 benzoxaole